C(C)(C)(C)C=1C(=C(C=C(C1)CCC(=O)OCCCCCCCC)N1N=C2C(=N1)C=CC(=C2)Cl)O 2-(3'-tert-butyl-2'-hydroxy-5'-(2-octyloxycarbonylethyl)phenyl)-5-chloro-benzotriazole